COCC=1C=C(C(=NC1)C(=O)O)C(=O)O 5-methoxymethyl-2,3-pyridinedicarboxylic acid